(R)-N-(5-((6-(3-(3',5'-difluoro-[1,1'-biphenyl]-3-yl)-isoxazolidin-2-yl)-pyrimidin-4-yl)-amino)-4-methoxy-2-(4-morpholino-piperidin-1-yl)-phenyl)acrylamide FC=1C=C(C=C(C1)F)C1=CC(=CC=C1)[C@@H]1N(OCC1)C1=CC(=NC=N1)NC=1C(=CC(=C(C1)NC(C=C)=O)N1CCC(CC1)N1CCOCC1)OC